2-(1-(4-(1-(tetrahydro-2H-pyran-2-yl)-1H-pyrazol-4-yl)phenyl)piperidine-4-carbonyl)isoindoline-5-carbonitrile O1C(CCCC1)N1N=CC(=C1)C1=CC=C(C=C1)N1CCC(CC1)C(=O)N1CC2=CC=C(C=C2C1)C#N